DIHYDROXYFLAVONE C1=CC=C(C=C1)C2=C(C(=O)C3=C(C=CC=C3O2)O)O